[Sr].[Ti].FC1=CC2=CC=C(C=C2C=C1)OCOC 2-fluoro-6-(methoxymethoxy)naphthalene titanium strontium